(Z)-5-((1H-pyrrolo[3,2-c]pyridin-3-yl)methylene)oxazolidine-2,4-dione N1C=C(C=2C=NC=CC21)\C=C/2\C(NC(O2)=O)=O